4-amino-7-fluoro-1-methyl-N-(2,2,2-trifluoroethyl)-N-(2-(trifluoromethyl)-6,7-dihydro-5H-cyclopenta[b]pyridin-5-yl)-1H-pyrazolo[4,3-c]quinolin-8-carboxamide NC1=NC=2C=C(C(=CC2C2=C1C=NN2C)C(=O)N(C2CCC1=NC(=CC=C12)C(F)(F)F)CC(F)(F)F)F